2-[4-(4-Bromo-1-methyl-1H-pyrazole-3-carbonyl)-piperazin-1-yl]-1-(4-fluoro-phenyl)-ethanone BrC=1C(=NN(C1)C)C(=O)N1CCN(CC1)CC(=O)C1=CC=C(C=C1)F